COC(C1=NC=C(C=C1)C=1N=CC2=C(C=CC=C2C1)C1=CC2=C(C(=N1)N1CC(C1)O)N(C(N2C)=O)C)=O.C(C2CO2)N(CC2CO2)CCC2CC(CCC2)CCN(CC2CO2)CC2CO2 1,3-bis(N,N-diglycidylaminoethyl)cyclohexane methyl-5-(8-(4-(3-hydroxyazetidin-1-yl)-1,3-dimethyl-2-oxo-2,3-dihydro-1H-imidazo[4,5-c]pyridin-6-yl)isoquinolin-3-yl)picolinate